[6-[4-chloro-2-(ethoxymethoxy)-6-methyl-phenyl]pyridazin-3-yl]methanol ClC1=CC(=C(C(=C1)C)C1=CC=C(N=N1)CO)OCOCC